C(CC)N1CCN(CC1)C=O (4-propylpiperazin-1-yl)methanone